NC1=C(C(=O)OC)C=C(C(=C1OC)OC)OC methyl 2-amino-3,4,5-trimethoxybenzoate